3-(6-(4-(((3r,4r)-3-fluoropiperidin-4-yl)methyl)piperazin-1-yl)-1-methyl-1H-indazol-3-yl)piperidine-2,6-dione F[C@H]1CNCC[C@@H]1CN1CCN(CC1)C1=CC=C2C(=NN(C2=C1)C)C1C(NC(CC1)=O)=O